3-amino-3-[(1-cyclohexylpropan-2-yl)(methyl)carbamoyl]propanoic acid NC(CC(=O)O)C(N(C)C(CC1CCCCC1)C)=O